Hexylcaprylate C(CCCCC)OC(CCCCCCC)=O